5-bromo-N-((4R,5S,7R,8R,9S,10R)-8,10-dihydroxy-7-(hydroxymethyl)-9-(4-(3,4,5-trifluorophenyl)-1H-1,2,3-triazol-1-yl)-1,6-dioxaspiro[4.5]dec-4-yl)benzofuran-3-carboxamide BrC=1C=CC2=C(C(=CO2)C(=O)N[C@@H]2CCO[C@]23O[C@@H]([C@@H]([C@@H]([C@H]3O)N3N=NC(=C3)C3=CC(=C(C(=C3)F)F)F)O)CO)C1